[2-13C]acetate C([13CH3])(=O)[O-]